O1CCOC12CCN(CC2)C2=CC=C(C=C2)SC=2C=C(C(=CC2)N)N 4-((4-(1,4-dioxa-8-azaspiro[4.5]decan-8-yl)phenyl)thio)benzen-1,2-diamine